4-(1H-Imidazol-1-yl)-N-(1-phenylazetidin-3-yl)pyrimidine-2-carboxamide N1(C=NC=C1)C1=NC(=NC=C1)C(=O)NC1CN(C1)C1=CC=CC=C1